methyl 2-(3-bromocyclopentyl)acetate BrC1CC(CC1)CC(=O)OC